BrCC(=O)N1C2=C(OCC1)C(=CN=C2)C2=CC=C(C#N)C=C2 4-(4-(2-bromoacetyl)-3,4-dihydro-2H-pyrido[4,3-b][1,4]oxazine-8-yl)benzonitrile